1,3-dimethylhexahydropyrimidin-2-one CN1C(N(CCC1)C)=O